FC1([C@H](C1)N1C=C(C(=CC1=O)NC1[C@@H]2CN(C[C@H]12)C)C(=O)N[C@H](C)C1=C(C(=CC=C1)C(C)(F)F)F)F 1-((S)-2,2-difluorocyclopropyl)-N-((R)-1-(3-(1,1-difluoroethyl)-2-fluorophenyl)ethyl)-4-(((1R,5S,6S)-3-methyl-3-azabicyclo[3.1.0]hex-6-yl)amino)-6-oxo-1,6-dihydropyridine-3-carboxamide